1-[3-[amino([4,5-dichloro-2-[(4-methoxyphenyl)methoxy]phenyl])methyl]pyrrolidin-1-yl]ethan-1-one NC(C1CN(CC1)C(C)=O)C1=C(C=C(C(=C1)Cl)Cl)OCC1=CC=C(C=C1)OC